behenamidopropyldimethylamine C(CCCCCCCCCCCCCCCCCCCCC)(=O)NCCCN(C)C